(3-methylbenzyl)trimethylammonium CC=1C=C(C[N+](C)(C)C)C=CC1